C(C)OC1=CC(=CC=2N(C(=NC21)CN2CCC(CC2)C2=CC=CC(=N2)OCC2=C(C=C(C#N)C=C2)F)C)C=2NOC(N2)=O 4-(((6-(1-((4-ethoxy-1-methyl-6-(5-oxo-2,5-dihydro-1,2,4-oxadiazol-3-yl)-1H-benzo[d]imidazol-2-yl)methyl)piperidin-4-yl)pyridin-2-yl)oxy)methyl)-3-fluorobenzonitrile